(1R,3R)-3-(3-(Difluoromethyl)-4-nitro-1H-pyrazol-1-yl)cyclobutaneCarbaldehyde FC(C1=NN(C=C1[N+](=O)[O-])C1CC(C1)C=O)F